COC=1C=C(C=CC1OC)NC(=O)C=1C(=NC(=NC1)SC)C1=CC(=C(C=C1)OC)OC N,4-bis(3,4-dimethoxyphenyl)-2-(methylthio)pyrimidine-5-carboxamide